6-fluoro-4-[2-[(2-methylpyrazol-3-yl)amino]pyrimidin-4-yl]-1H-pyridin-2-one hydrazone FC1=CC(=CC(N1)=NN)C1=NC(=NC=C1)NC=1N(N=CC1)C